ONC(=N)C=1C=C(C=CC1)C[C@@H](C(=O)N1CCN(CC1)C(=O)OCC)NS(=O)(=O)C1=C(C=C(C=C1C(C)C)C(C)C)C(C)C (S)-ethyl 4-(3-(3-(N-hydroxycarbamimidoyl)phenyl)-2-(2,4,6-triisopropylphenylsulfonamido)propanoyl)piperazine-1-carboxylate